N-(carboxymethyl)-6-((3-(1,1,1,5,5,5-hexamethyl-3-((trimethylsilyl)oxy)trisiloxan-3-yl)propyl)amino)-N,N-dimethyl-6-oxohexan-1-aminium bromide [Br-].C(=O)(O)C[N+](CCCCCC(=O)NCCC[Si](O[Si](C)(C)C)(O[Si](C)(C)C)O[Si](C)(C)C)(C)C